C(C1=CC=CC=C1)OC(=O)C(CCC[C@H](N)C(=O)O)N ε-benzyloxycarbonyl-L-lysine